8,9-dimethyl-7-(5-methyl-3-(trifluoromethyl)-7,8-dihydro-1,6-naphthyridin-6(5H)-yl)-4H-pyrimido[1,2-b]pyridazin-4-one CC1=C(C=2N(N=C1N1C(C=3C=C(C=NC3CC1)C(F)(F)F)C)C(C=CN2)=O)C